FC(C=1C=CC2=C(NC(=N2)C=2C=C(N)C=CC2)C1)(F)F 3-(6-(trifluoromethyl)-1H-benzo[d]imidazol-2-yl)aniline